ClC1=C(C=2N=C(N=C(C2C=N1)N1[C@@H]2[C@H]([C@@H]2COCC1)F)F)F (1S,7S,8S)-2-(7-chloro-2,8-difluoropyrido[4,3-d]pyrimidin-4-yl)-8-fluoro-5-oxa-2-azabicyclo[5.1.0]octane